C(C)(=O)CC(C)=O.[Ti+4] Titanium (IV) Acetylacetone